2,3,4,5-tetrahydrobenzo[b][1,4]thiazepine S1C2=C(NCCC1)C=CC=C2